4-(4-chloro-3-methoxyphenoxy)-N-(4-fluoro-2-methoxy-5-nitrophenyl)-1,3,5-triazin-2-amine ClC1=C(C=C(OC2=NC(=NC=N2)NC2=C(C=C(C(=C2)[N+](=O)[O-])F)OC)C=C1)OC